N-cyclopropyl-5-fluoro-2-[3-[(trans)-2-[6-(3-pyrrolidin-1-ylpropyl)-2-pyridinyl]vinyl]-1-tetrahydropyran-2-yl-indazol-6-yl]sulfanyl-benzamide C1(CC1)NC(C1=C(C=CC(=C1)F)SC1=CC=C2C(=NN(C2=C1)C1OCCCC1)\C=C\C1=NC(=CC=C1)CCCN1CCCC1)=O